(2R)-1-[4-[(R)-amino(5-chloro-2-hydroxy-4-methylphenyl)methyl]piperidin-1-yl]-2,3-dihydroxypropan-1-one N[C@H](C1CCN(CC1)C([C@@H](CO)O)=O)C1=C(C=C(C(=C1)Cl)C)O